(2-ethyl-4,5,6,7-tetrahydro-2H-indazol-3-yl)(4-hydroxyphenyl)methanone C(C)N1N=C2CCCCC2=C1C(=O)C1=CC=C(C=C1)O